(3R,5R,8R,9S,10S,13S,14S,17R)-17-((1S,2S)-1-(3,5-difluorophenyl)-1-hydroxypropan-2-yl)-10,13-dimethyl-3-(trifluoromethyl)hexadecahydro-1H-cyclopenta[a]phenanthren-3-ol FC=1C=C(C=C(C1)F)[C@H]([C@@H](C)[C@H]1CC[C@H]2[C@@H]3CC[C@@H]4C[C@@](CC[C@@]4([C@H]3CC[C@]12C)C)(O)C(F)(F)F)O